Diphosphonit P([O-])OP[O-]